tert-butyl (2-(2-(3-(2-bromopyrimidin-4-yl)propoxy)ethoxy)ethyl)carbamate BrC1=NC=CC(=N1)CCCOCCOCCNC(OC(C)(C)C)=O